(2S)-2-[[(2S,3R)-3-(tert-butoxycarbonylamino)-2-hydroxy-4-phenyl-butanoyl]amino]-2-cyclopentyl-acetic acid C(C)(C)(C)OC(=O)N[C@@H]([C@@H](C(=O)N[C@H](C(=O)O)C1CCCC1)O)CC1=CC=CC=C1